N-[[4-(1H-1,2,4-triazol-3-yl)-1-[4-(trifluoromethoxy)phenyl]pyrazolo[3,4-b]pyridin-3-yl]methyl]prop-2-enamide N1N=C(N=C1)C1=C2C(=NC=C1)N(N=C2CNC(C=C)=O)C2=CC=C(C=C2)OC(F)(F)F